tert-butyl (S)-benzyl(1-benzyl-6-oxopiperidin-3-yl)carbamate C(C1=CC=CC=C1)N(C(OC(C)(C)C)=O)[C@@H]1CN(C(CC1)=O)CC1=CC=CC=C1